zinc di(2-ethylhexyl) dithiophosphate P(=S)(SCC(CCCC)CC)(OCC(CCCC)CC)[O-].[Zn+2].C(C)C(CSP(=S)(OCC(CCCC)CC)[O-])CCCC